((R)-3-methyl-Morpholino)Methanone C[C@@H]1COCCN1C=O